OCCC1COC2=C(O1)C=CC=C2N2CCNCC2 2-(2-hydroxyethyl)-5-(piperazin-1-yl)-2,3-dihydro-1,4-benzodioxine